ClC1=C(C=C2C(C(=CN(C2=N1)C1=C(C=C(C=C1F)F)F)C(=O)NC(C(F)(F)F)C(F)(F)F)=O)F 7-chloro-6-fluoro-N-(1,1,1,3,3,3-hexafluoroprop-2-yl)-4-oxo-1-(2,4,6-trifluorophenyl)-1,4-dihydro-1,8-naphthyridine-3-carboxamide